dimethoxymethyl-silicon COC(OC)[Si]